BrC1=C(C(=O)OC)C=CC(=C1F)F methyl 2-bromo-3,4-difluorobenzoate